3-(4-methoxyphenyl)prop-2-yn-1-al COC1=CC=C(C=C1)C#CC=O